5-[4-amino-5-(trifluoromethyl)pyrrolo[2,1-f][1,2,4]triazin-7-yl]-3-fluoro-N-[(3R,4S)-4-fluoro-1-(4-fluorocyclohexanecarbonyl)pyrrolidin-3-yl]-2-methoxybenzamide NC1=NC=NN2C1=C(C=C2C=2C=C(C(=C(C(=O)N[C@@H]1CN(C[C@@H]1F)C(=O)C1CCC(CC1)F)C2)OC)F)C(F)(F)F